lead sodium hypochlorite Cl[O-].[Na+].[Pb+2].Cl[O-].Cl[O-]